(S)-4-((6-chloro-2-(1-cyclopropylethyl)-3-oxo-2,3-dihydro-1H-pyrrolo[3,4-c]pyridin-4-yl)amino)butanoic acid ClC1=CC2=C(C(=N1)NCCCC(=O)O)C(N(C2)[C@@H](C)C2CC2)=O